(4-(4-chloro-1-methyl-1H-pyrrol-2-yl)phenyl)methylamine ClC=1C=C(N(C1)C)C1=CC=C(C=C1)CN